tert-butyl 3-(3-fluoropiperidin-1-yl)propanoate FC1CN(CCC1)CCC(=O)OC(C)(C)C